O1C(=CC2=C1C=CC=C2)C2=CC=CC=1N2N=CC1C(=O)N1CCCCC1 (7-(benzofuran-2-yl)pyrazolo[1,5-a]pyridin-3-yl)(piperidin-1-yl)methanone